COC1=CC(=C(C=C1NC1=NC=NC(=C1)N1OCC[C@@H]1C1=CC(=CC=C1)OC1=CC=CC=C1)NC(C=C)=O)N1CCC(CC1)N1C[C@@H](OCC1)C N-(4-methoxy-2-(4-((S)-2-methyl-morpholino)piperidin-1-yl)-5-((6-((R)-3-(3-phenoxyphenyl)isoxazolidin-2-yl)pyrimidin-4-yl)-amino)phenyl)-acrylamide